C(C)(C)(C)OC(=O)N1CCC(CC1)OCC1CCN(CC1)C(=O)OCC1=CC=CC=C1 Benzyl 4-[(1-tert-butoxycarbonyl-4-piperidyl)oxymethyl]piperidine-1-carboxylate